(1s,4s)-4-((5-(1-(2,2-difluoroethyl)-1H-benzo[d][1,2,3]triazol-6-yl)-6-fluoro-4-methoxypyrrolo[2,1-f][1,2,4]triazin-2-yl-7-d)amino)-1-methylcyclohexan-1-ol FC(CN1N=NC2=C1C=C(C=C2)C=2C(=C(N1N=C(N=C(C12)OC)NC1CCC(CC1)(O)C)[2H])F)F